2-{3-[(2R,6S)-2,6-dimethylmorpholine-4-carbonyl]-5,6-dihydrocyclopenta[c]pyrazol-1(4H)-yl}-1-[4-(4-fluoro-2,3-dimethylphenyl)piperidin-1-yl]ethan-1-one C[C@@H]1CN(C[C@@H](O1)C)C(=O)C=1C2=C(N(N1)CC(=O)N1CCC(CC1)C1=C(C(=C(C=C1)F)C)C)CCC2